sebacic acid glutarimide salt C1(CCCC(N1)=O)=O.C(CCCCCCCCC(=O)O)(=O)O